C(CCC)OC1=CC=C(C=C1)S(=O)(=O)C=1C=NC2=CC=C(C=C2C1N1CCC(CC1)N1CCN(CC1)CCO)S(=O)C 2-(4-(1-(3-((4-butoxyphenyl)sulfonyl)-6-(methylsulfinyl)quinolin-4-yl)piperidin-4-yl)piperazin-1-yl)ethan-1-ol